4,5-Diamino-N-(4-(trifluoromethoxy)phenyl)-2-(trifluoromethyl)benzenesulfonamide NC1=CC(=C(C=C1N)S(=O)(=O)NC1=CC=C(C=C1)OC(F)(F)F)C(F)(F)F